ClC1=CC=C(C=C1)C=1N=C2OC=CN2C1C(=O)NCC1CC2=CC=CC=C2C1 6-(4-chlorophenyl)-N-((2,3-dihydro-1H-inden-2-yl)methyl)imidazo[2,1-b]oxazole-5-carboxamide